Benzothiophene Dioxide S1(C=CC2=C1C=CC=C2)(=O)=O